7-(1-(hydroxymethyl)cyclobutyl)-2-methoxyquinoline-3-carboxylic acid OCC1(CCC1)C1=CC=C2C=C(C(=NC2=C1)OC)C(=O)O